7-chloro-1-(piperidin-1-yl)-2,6-naphthyridine ClC1=NC=C2C=CN=C(C2=C1)N1CCCCC1